COC1=CC(=C(C=C1NC1=NC=CC(=N1)C1=CN(C2=CC=CC=C12)C)C=CC(=O)[NH-])N1CC2(COC2)C1 N-(4-methoxy-5-((4-(1-methyl-1H-indol-3-yl)pyrimidin-2-yl)amino)-2-(2-oxa-6-azaspiro[3.3]heptan-6-yl)phenyl)acryloylamide